OC1CC(C1)CCN(CCCCCCC(C(=O)N(CCCCCCCCCC)CCCCCCCCCC)F)CCCCCCC(C(=O)N(CCCCCCCCCC)CCCCCCCCCC)F 8,8'-((2-(3-hydroxy-cyclobutyl)ethyl)-azanediyl)bis(N,N-didecyl-2-fluoro-octanamide)